6-chloro-2,3-dimethyl-8-(3-(trifluoromethyl)bicyclo[1.1.1]pentan-1-yl)pyrimido[5,4-d]pyrimidin-4(3H)-one ClC=1N=C(C=2N=C(N(C(C2N1)=O)C)C)C12CC(C1)(C2)C(F)(F)F